2-(undec-3-en-1-yl)thiazolidine-4-carboxylic acid C(CC=CCCCCCCC)C1SCC(N1)C(=O)O